N1C=CC2=CC=C(C=C12)C1N(CCC2=CC=CC=C12)C(=O)N (1H-indol-6-yl)-3,4-dihydro-isoquinoline-2(1H)-carboxamide